2-(1-(4-(5-chloro-2-(1H-tetrazol-1-yl)phenyl)-5-fluoro-2-oxopyridin-1(2H)-yl)-2-(pyridin-2-yl)ethyl)-1H-benzo[d]imidazole-5-carboxylic acid ClC=1C=CC(=C(C1)C1=CC(N(C=C1F)C(CC1=NC=CC=C1)C1=NC2=C(N1)C=CC(=C2)C(=O)O)=O)N2N=NN=C2